methenobenzofuran O1C2=C(C3=C1C=CC=C3)C2